tert-butyl-(3R,4S)-3-(4-(1H-pyrazol-1-yl)phenyl)-4-hydroxypiperidine C(C)(C)(C)N1C[C@H]([C@H](CC1)O)C1=CC=C(C=C1)N1N=CC=C1